C(C)(C)OC(=O)[C@@H]1C[C@H](CCC1)OC1=CC=C(C=C1)C=1N=NN(C1COC1CCCC1)C |r| (+/-)-(1S,3S)-3-(4-(5-((cyclopentyloxy)methyl)-1-methyl-1H-1,2,3-triazol-4-yl)phenoxy)cyclohexane-1-carboxylic acid isopropyl ester